C(C(C)C)(=O)OC1=C(C(=CC(=C1)Br)C=NC1=CC(=CC(=C1)Cl)Cl)O 5-bromo-3-((3,5-dichlorophenylimino)-methyl)-2-hydroxyphenyl isobutyrate